(E)-5-Methyl-2-(4-(2-(pyridin-4-yl)vinyl)-[2,4'-bipyrimidin]-2'-yl)isoindoline CC=1C=C2CN(CC2=CC1)C1=NC=CC(=N1)C1=NC=CC(=N1)\C=C\C1=CC=NC=C1